(racemic)-2-(3-chloro-4-(6-(1-methylcyclopropoxy)-9-((4-methylpyridin-2-yl)methyl)-9H-purin-8-yl)phenoxy)-1-(3-hydroxyazetidin-1-yl)ethan-1-one ClC=1C=C(OCC(=O)N2CC(C2)O)C=CC1C=1N(C2=NC=NC(=C2N1)OC1(CC1)C)CC1=NC=CC(=C1)C